C(C)C1=C(C=C(C(=O)O)C=C1)S(NC1=C(C=CC(=C1)C1=CN=CN1C)N1CCCCC1)(=O)=O 4-Ethyl-3-(N-(5-(1-methylimidazol-5-yl)-2-(piperidin-1-yl)phenyl)sulfamoyl)benzoic acid